ClC=1C(=NC(=NC1N1CC(C1)O)C1CC1)NC1=NNC2=CC(=CC=C12)[C@@H]1C[C@@]12C(NC1=CC=C(C=C21)OC)=O (1R,2S)-2-(3-{[5-chloro-2-cyclopropyl-6-(3-hydroxyazetidin-1-yl)pyrimidin-4-yl]amino}-1H-indazol-6-yl)-5'-methoxy-1'H-spiro[cyclopropane-1,3'-indol]-2'-one